FC1=C2C=C(C=NC2=CC=C1)S(=O)(=O)N1CCC2(CCC(C2)N2CC3(COC3)C2)CC1 6-(8-((5-fluoroquinolin-3-yl)sulfonyl)-8-azaspiro[4.5]decan-2-yl)-2-oxa-6-azaspiro[3.3]heptane